N-(1-(2-amino-6-(trifluoromethyl)pyridin-4-yl)ethyl)-2-methyl-6-(2-oxa-6-azaspiro[3.3]heptan-6-yl)-8,9-dihydro-7H-cyclopenta[h]quinazolin-4-amine NC1=NC(=CC(=C1)C(C)NC1=NC(=NC2=C3C(=C(C=C12)N1CC2(COC2)C1)CCC3)C)C(F)(F)F